BrCC=1C=C(C=CC1)S(=O)(=O)N1CCC(CC1)NC1=NN2C=NC(=C(C2=N1)OC(C)C)C=1C=NN(C1)C(C)OCC [3-(Bromomethyl)benzenesulfonyl]-N-{7-[1-(1-ethoxyethyl)pyrazol-4-yl]-8-isopropoxy-[1,2,4]triazolo[1,5-c]pyrimidin-2-yl}piperidin-4-amine